3-Methoxy-7'-(benzenesulfonyl)-4',7'-dihydrospiro[cyclopentane-1,2'-pyrrolo[3',2':5,6]Pyrido[3,4-b]pyrazine]-3'(1'H)-one COC1CC2(NC3=C(NC2=O)C=NC2=C3C=CN2S(=O)(=O)C2=CC=CC=C2)CC1